1,3-benzenedithiol C1(=CC(=CC=C1)S)S